COC(=O)C=1C=CC=C2C=CN=CC12 Isoquinoline-8-carboxylic acid methyl ester